(L)-isoserine NC[C@H](O)C(=O)O